Azocarbazole N(=NC1=CC=CC=2C3=CC=CC=C3NC12)C1=CC=CC=2C3=CC=CC=C3NC12